N1[C@H](CCCC1)CNC(OCC1=CC=CC=C1)=O (R)-benzyl (piperidin-2-ylmethyl)carbamate